BrC1=C(C(=CC(=C1)C(C(F)(F)F)(C(F)(F)F)F)C(F)(F)F)N(C(C1=C(C(=CC=C1)N(C(=O)C=1C=NC(=CC1)F)O)F)=O)C(=O)OC N-(2-bromo-4-(perfluoropropane-2-yl)-6-(trifluoromethyl)phenyl)-N-(methoxycarbonyl)-2-fluoro-3-((hydroxy)(6-fluoropyridine-3-carbonyl)amino)benzamide